FC1(CCC(CC1)N1C(C(=CC=C1C)NC(C1=C(C=C(C=C1)NS(=O)(=O)CCO)N1CC[Si](CC1)(C)C)=O)=O)F N-(1-(4,4-difluorocyclohexyl)-6-methyl-2-oxo-1,2-dihydropyridin-3-yl)-2-(4,4-dimethyl-1,4-azasilinan-1-yl)-4-((2-hydroxyethyl)sulfonamido)benzamide